CC=1C=C(C=C(C1O)C)CC1=C(C(=CC(=C1O)CC1=CC(=C(C(=C1)C)O)C)CC1=CC(=C(C(=C1)C)O)C)O 2,4,6-tris[(3,5-dimethyl-4-hydroxyphenyl)methyl]-1,3-benzenediol